C(C(C(F)(F)F)(F)F)F HEXAFLUOROPROPANE